ClC1=CC=C(C=C1)C1CCC2=NN=C(N21)C=2C=C1C(=NC2)NN=C1NC 5-(5-(4-chlorophenyl)-6,7-dihydro-5H-pyrrolo[2,1-c][1,2,4]triazol-3-yl)-N-methyl-1H-pyrazolo[3,4-b]pyridin-3-amine